3-octylaniline C(CCCCCCC)C=1C=C(N)C=CC1